OCCOC1(C(=C2C=CC(C=C2C=C1)(C1=CC=CC=C1)C1=CC=CC=C1)C1=CC=CC2=CC=CC=C12)OCCO 2,2-bis-(2-hydroxyethoxy)-6,6-diphenyl-1,1-binaphthyl